1-(5-(5-(difluoromethoxy)-6-methoxypyridin-3-yl)pyrazolo[1,5-A]pyridin-2-yl)-3-((1R,4R)-4-hydroxycyclohexyl)urea FC(OC=1C=C(C=NC1OC)C1=CC=2N(C=C1)N=C(C2)NC(=O)NC2CCC(CC2)O)F